5-(tert-butyl)-N-(4-(6-(2-(4-(6-((2,6-dioxopiperidin-3-yl)amino)pyridin-3-yl)piperidin-1-yl)ethyl)pyrrolo[2,1-f][1,2,4]triazin-4-yl)-2-methylbenzyl)-1,2,4-oxadiazole-3-carboxamide C(C)(C)(C)C1=NC(=NO1)C(=O)NCC1=C(C=C(C=C1)C1=NC=NN2C1=CC(=C2)CCN2CCC(CC2)C=2C=NC(=CC2)NC2C(NC(CC2)=O)=O)C